8H-benzo[4',5']oxazolo[3',2':1,2]imidazo[4,5-b]carbazole C1=CC=CC2=C1N1C(=NC3=CC=4NC=5C=CC=CC5C4C=C31)O2